3-(6-chloro-4-methyl-1H-imidazo[4,5-c]pyridin-2-yl)-5-{2-[(2H3)methyloxy]phenyl}-1,6-naphthyridin-2(1H)-one ClC1=CC2=C(C(=N1)C)N=C(N2)C=2C(NC1=CC=NC(=C1C2)C2=C(C=CC=C2)OC([2H])([2H])[2H])=O